NC(C)(C)C1=CC(=C(C=C1)N1N=C(C=C1)NC(=O)N[C@H]1CCOC2=C(C=CC=C12)Cl)F 1-[1-[4-(1-amino-1-methyl-ethyl)-2-fluoro-phenyl]pyrazol-3-yl]-3-[(4S)-8-chlorochroman-4-yl]urea